2-(2-(2-(methylamino)-5-nitrophenyl)thiazol-5-yl)-5-(trifluoromethyl)phenol CNC1=C(C=C(C=C1)[N+](=O)[O-])C=1SC(=CN1)C1=C(C=C(C=C1)C(F)(F)F)O